2-hydroxymethyl-2-phenoxymethyl-1,3-propanediol OCC(CO)(CO)COC1=CC=CC=C1